oleyl-oleic acid monoamide C(CCCCCCC\C=C/CCCCCCCC)C(C(=O)N)CCCCCC\C=C/CCCCCCCC